C(C=C)(=O)N1C[C@@H]2COC3=C(C(N2CC1)=O)C(=NC(=C3Cl)C3=C(C=CC=C3O)F)N[C@H](C)C3CCCC3 (6aR)-8-acryloyl-1-(((R)-1-cyclopentylethyl)amino)-4-chloro-3-(2-fluoro-6-hydroxyphenyl)-6,6a,7,8,9,10-hexahydro-12H-pyrazino[2,1-c]pyrido[3,4-f][1,4]oxazepin-12-one